2-[4-(Dimethylamino)styryl]-1-methylpyridinium iodid 4-(3,3-dimethyl-3,5,6,7-tetrahydrocyclopenta[b]pyrrolo[2,3-e]pyridin-1(2H)-yl)pyrimidine-5-carboxylate CC1(CN(C=2C=C3C(=NC21)CCC3)C3=NC=NC=C3C(=O)[O-])C.[I-].CN(C3=CC=C(C=CC2=[N+](C=CC=C2)C)C=C3)C.CN(C)C3=CC=C(C=CC2=[N+](C=CC=C2)C)C=C3